N-(4'-amino-3,3'-dimethoxy-[1,1'-biphenyl]-4-yl)-2-(2-(2-azidoethoxy)ethoxy)acetamide NC1=C(C=C(C=C1)C1=CC(=C(C=C1)NC(COCCOCCN=[N+]=[N-])=O)OC)OC